IC1=NN(C(=C1)C)C1CC2(CN(C2)C(=O)OC(C)(C)C)C1 tert-butyl 6-(3-iodo-5-methyl-1H-pyrazol-1-yl)-2-azaspiro[3.3]heptane-2-carboxylate